tert-butyl (1S,4S)-5-{7-bromo-8-fluoro-6-iodo-2-[(oxan-4-yl)oxy]quinazolin-4-yl}-2,5-diazabicyclo[2.2.1]heptane-2-carboxylate BrC1=C(C=C2C(=NC(=NC2=C1F)OC1CCOCC1)N1[C@@H]2CN([C@H](C1)C2)C(=O)OC(C)(C)C)I